C(C)(C)(C)C1=C(C(=NC(=C1)OCC1=CC=CC=C1)OCC1=CC=CC=C1)C1=CC(=C(C=C1)Br)F tert-butyl-2,6-bis(benzyloxy)-3-(4-bromo-3-fluorophenyl)pyridine